N1=CC=CC2=CC=CC(=C12)NC(=O)C1=CSC=C1 N-(8-quinolinyl)thiophene-3-carboxamide